C(C)(C)(C)OC(=O)NCC1=C(OCC(=O)OC)C=C(C=C1)C#C Methyl 2-(2-(((tert-butoxycarbonyl)amino)methyl)-5-ethynylphenoxy)acetate